(1R)-4-chloro-3-(difluoromethyl)-2,3-dihydrodispiro[indene-1,1'-cyclohexane-3',2''-[1,3]dioxolan]-3-ol ClC1=C2C(C[C@]3(CC4(OCCO4)CCC3)C2=CC=C1)(O)C(F)F